ClC=1C(=C(NC2=C(NC3=C2C(NCC3)=O)C3=C(C=NC=C3)OC[C@@H]3CNCCO3)C=CC1)CC 3-(3-chloro-2-ethylanilino)-2-(3-{[(2S)-morpholin-2-yl]methoxy}pyridin-4-yl)-1,5,6,7-tetrahydro-4H-pyrrolo[3,2-c]pyridin-4-one